dipropylacetate sodium [Na+].C(CC)C(C(=O)[O-])CCC